tert-butyl (1S,2S,5R)-3-[5-bromo-7-chloro-2-(ethylsulfanyl)-8-fluoropyrido[4,3-d]pyrimidIn-4-yl]-2-(prop-1-en-2-yl)-3,8-diazabicyclo[3.2.1]octane-8-carboxylate BrC1=NC(=C(C=2N=C(N=C(C21)N2[C@H]([C@@H]1CC[C@H](C2)N1C(=O)OC(C)(C)C)C(=C)C)SCC)F)Cl